BrC=1C(=NC(=NC1C1=CC=CC=C1)N)NN 5-bromo-4-hydrazino-6-phenylpyrimidin-2-amine